OCCCS(=O)(=O)O 3-hydroxy-1-propanesulfonic acid